methyl 4-(5-(4-chloro-benzyl)-8-isopropyl-6,9-dioxo-2,5,8-triazaspiro[3.5]nonan-2-yl)picolinate ClC1=CC=C(CN2C3(CN(C3)C3=CC(=NC=C3)C(=O)OC)C(N(CC2=O)C(C)C)=O)C=C1